SC=CC(=O)O.SC=CC(=O)O.SC=CC(=O)O.OC(O)(O)CCC trihydroxymethyl-propane tris(3-mercapto acrylate)